(S)-1-amino-5-(1-(6-ethoxy-5-methoxypyridin-2-yl)-2-(methylsulfonyl)ethyl)-4H-thieno[3,4-c]pyrrole-4,6(5H)-dione NC=1SC=C2C1C(N(C2=O)[C@H](CS(=O)(=O)C)C2=NC(=C(C=C2)OC)OCC)=O